1,5-bis(trifluoromethanesulfonyloxy)naphthalene FC(S(=O)(=O)OC1=CC=CC2=C(C=CC=C12)OS(=O)(=O)C(F)(F)F)(F)F